3-(3-cyano-1H-pyrrolo[2,3-b]pyridin-5-yl)-5-isopropylbenzamide C(#N)C1=CNC2=NC=C(C=C21)C=2C=C(C(=O)N)C=C(C2)C(C)C